3-((1s,3s)-1-(3-bromophenyl)-3-chlorocyclobutyl)-4-methyl-4H-1,2,4-triazole BrC=1C=C(C=CC1)C1(CC(C1)Cl)C1=NN=CN1C